N-arachidonoyl-sarcosine C(CCC\C=C/C\C=C/C\C=C/C\C=C/CCCCC)(=O)N(C)CC(=O)O